C(=O)C=1N(C2=CC(=CC=C2C1)CN1N=NC(=C1)C1=C2C=NN(C2=CC=C1)C1OCCCC1)C(=O)OC(C)(C)C tert-butyl 2-formyl-6-[[4-(1-tetrahydropyran-2-ylindazol-4-yl)triazol-1-yl]methyl]indole-1-carboxylate